C(C)(C)(C)OC(=O)NC(CC(=O)O)(C)C 3-(tert-butoxycarbonylamino)-3-methylbutyric acid